C(C)(C)(C)OC(=O)N[C@H]1CCCC[C@@H]2N(C1=O)[C@@H](CC2)C(=O)O (3S,6S,10aS)-6-((tert-butoxycarbonyl)amino)-5-oxodecahydropyrrolo[1,2-a]azocine-3-carboxylic acid